C(C)(C)N1N=C(N=C1C1=CC=C(C=C1)C(C)C)CN1CCC(CC1)(C)C ((1-isopropyl-5-(4-isopropylphenyl)-1H-1,2,4-triazol-3-yl)methyl)-4,4-dimethylpiperidine